(rac)-(2s,4s)-2-(6-(m-Tolyl)-3-azabicyclo[4.1.0]heptan-3-carbonyl)-7-oxa-5-azaspiro[3.4]octan-6-on C1(=CC(=CC=C1)C12CCN(CC2C1)C(=O)C1CC2(C1)NC(OC2)=O)C